5-[(2-{3-[5-(difluoromethyl)-1,3,4-oxadiazol-2-yl]-5-fluorophenyl}-1H-imidazol-1-yl)methyl]-3-methyl-1,2,4-oxadiazole FC(C1=NN=C(O1)C=1C=C(C=C(C1)F)C=1N(C=CN1)CC1=NC(=NO1)C)F